COC1=NC=C(C2=C1N=C(S2)NC(=O)C=2C=NN(C2)C)N2CC1(C2)OCCC1 1-Methyl-1H-pyrazole-4-carboxylic acid [4-methoxy-7-(5-oxa-2-aza-spiro[3.4]oct-2-yl)-thiazolo[4,5-c]pyridin-2-yl]-amide